ethyl 5-(bromomethyl)-4-chloro-thiophene-2-carboxylate BrCC1=C(C=C(S1)C(=O)OCC)Cl